(±)-11-hydroxy-5Z,8Z,12E,14Z-eicosatetraenoic acid O[C@@H](C\C=C/C=C\C=C/C=CC(=O)O)CCCCCCCCC |r|